2-methyl-4,5,6,7-tetrahydro-2H-isoindole-1-carboxamide CN1C(=C2CCCCC2=C1)C(=O)N